NC=1CC(=CC2=C(N1)C=C(S2)CC2CNC2)C(=O)N(OCCNC(OC(C)C)=O)CCC isopropyl N-[2-[[5-amino-2-(azetidin-3-ylmethyl)-6H-thieno[3,2-b]azepine-7-carbonyl]-propyl-amino]oxyethyl]carbamate